1-[5-tert-butyl-2-[4-[(dimethylamino)methyl]phenyl]pyrazol-3-yl]-3-[2-methylsulfanyl-4-[(3-oxo-4H-pyrido[3,2-b][1,4]oxazin-8-yl)oxy]phenyl]urea C(C)(C)(C)C=1C=C(N(N1)C1=CC=C(C=C1)CN(C)C)NC(=O)NC1=C(C=C(C=C1)OC1=CC=NC2=C1OCC(N2)=O)SC